copper-niobium-cerium [Ce].[Nb].[Cu]